N[C@@H](C(=O)N[C@H]1CC[C@@]2([C@H]3CC[C@@]4([C@H](CCC4[C@@H]3CC[C@@H]2C1)C=1COC(C1)=O)C)C)C (2R)-2-amino-N-((3S,5R,8R,9S,10S,13S,17S)-10,13-dimethyl-17-(5-oxo-2,5-dihydrofuran-3-yl)hexadecahydro-1H-cyclopenta[a]phenanthren-3-yl)propanamide